4-([1,2,4]triazolo[1,5-a]pyridin-7-yloxy)-2-fluoro-3-Methylaniline N=1C=NN2C1C=C(C=C2)OC2=C(C(=C(N)C=C2)F)C